CCC(CCCCCCCCCCCCCC)C1=NOC(N1)=O 3-(heptadecan-3-yl)-1,2,4-oxadiazol-5(4H)-one